N=1C=NN2C1C(=CC=C2)\C=C/C[C@H]2C[C@@H]1N(CCN(C1)C(=O)OC(C)(C)C)C2=O tert-butyl (7S,8aS)-7-((Z)-3-([1,2,4]triazolo[1,5-a]pyridin-8-yl) allyl)-6-oxohexahydropyrrolo[1,2-a]pyrazine-2(1H)-carboxylate